C(C)C1=CC2=NC(=CC=C2N1)S(=O)[O-].[Na+] sodium 2-ethyl-1H-pyrrolo[3,2-b]pyridine-5-sulfinate